FC(S(=O)(=O)C=1N=C2N(N1)[C@@H](C[C@@H]2F)C2=C(C=CC=C2)F)F (5S,7S)-2-((difluoromethyl)sulfonyl)-7-fluoro-5-(2-fluorophenyl)-6,7-dihydro-5H-pyrrolo[1,2-b][1,2,4]triazole